N-[4-Cyano-3-oxo-4-(tributyl-λ5-phosphanylidene)butan-2-yl]-N-(2-methoxyphenyl)acetamide C(#N)C(C(C(C)N(C(C)=O)C1=C(C=CC=C1)OC)=O)=P(CCCC)(CCCC)CCCC